benzyl (4S)-4-(tert-butoxycarbonylamino)-5-hydroxy-pentanoate C(C)(C)(C)OC(=O)N[C@@H](CCC(=O)OCC1=CC=CC=C1)CO